2-(1-((tert-butyldiphenylsilyl)oxy)-2-methylpropan-2-yl)-5-fluoro-1-(4-fluoro-3-methylphenyl)-1H-indole [Si](C1=CC=CC=C1)(C1=CC=CC=C1)(C(C)(C)C)OCC(C)(C)C=1N(C2=CC=C(C=C2C1)F)C1=CC(=C(C=C1)F)C